tertbutyl 2-{[5-({[5-cyano-2-({[2-(trifluoromethoxy)phenyl]methyl}amino)pyrimidin-4-yl]amino}methyl)adamantan-2-yl]amino}acetate C(#N)C=1C(=NC(=NC1)NCC1=C(C=CC=C1)OC(F)(F)F)NCC12CC3C(C(CC(C1)C3)C2)NCC(=O)OC(C)(C)C